BrC1=CC=C(C2=C1N=C(S2)C)O 4-bromo-2-methylbenzo[d]thiazol-7-ol